COC(CCCCCCCCC\C=C/CCO)OC (3Z)-14,14-dimethoxy-3-tetradecene-1-ol